4,4,4-trifluoro-1-(pyridin-2-yl)butane-1,3-dione FC(C(CC(=O)C1=NC=CC=C1)=O)(F)F